P1(=O)(OC2=C(C3=CC=CC=C3C=C2)C2=C(C=CC3=CC=CC=C23)O1)[O-] (R)-(-)-1,1'-binaphthyl-2,2'-diyl phosphate